C(C)N1N=C2N=C(C=NC2=C1)N[C@@H](C)C=1C=C(C=CC1F)NC(C1=CN=C(C(=C1)C)C(F)(F)F)=O (S)-N-(3-(1-((2-ethyl-2H-pyrazolo[3,4-b]pyrazin-6-yl)amino)ethyl)-4-fluorophenyl)-5-methyl-6-(trifluoromethyl)nicotinamide